(2R)-2-(3,5-dimethoxyphenyl)-1-[7-methyl-6-(1-methyl-1H-pyrazol-4-yl)-3,4-dihydro-1H-spiro[1,8-naphthyridine-2,3'-pyrrolidin]-1'-yl]propan-1-one COC=1C=C(C=C(C1)OC)[C@H](C(=O)N1CC2(CC1)NC1=NC(=C(C=C1CC2)C=2C=NN(C2)C)C)C